C1(CCCC1)N1C(CN(C=2C(N[C@](NC12)(N)NC1=C(C=C2C=CN(C2=C1)C(CN1CCSCC1)=O)OC)=O)C)CC (R)-8-cyclopentyl-7-ethyl-2-{[5-methoxy-1-(2-thiomorpholinoacetyl)indol-6-yl]amino}-5-methyl-7,8-dihydropterin